(2S,4R)-2'-(tert-butyl)-2-methyl-4',5'-dihydrospiro[piperidine-4,7'-thieno[2,3-C]pyran]-1-carboxylic acid tert-butyl ester C(C)(C)(C)OC(=O)N1[C@H](C[C@]2(OCCC3=C2SC(=C3)C(C)(C)C)CC1)C